4,6-dihydroxyl-2-propylthio-5-nitropyrimidine OC1=NC(=NC(=C1[N+](=O)[O-])O)SCCC